C[Si](OC1=CC=CC=C1)(C)C 4-[(trimethylsilyl)oxy]-benzene